C(C)OC(=O)C1(CN(C1)S(=O)(=O)C1=C(C=C(C=C1)Cl)Cl)C(=O)OCC ((2,4-dichlorophenyl)sulfonyl)azetidine-3,3-dicarboxylic acid diethyl ester